CN1C=C(C=CC1=O)C=1C=C(CNC(OC(C)(C)C)=O)C=CC1 tert-butyl (3-(1-methyl-6-oxo-1,6-dihydropyridin-3-yl)benzyl)carbamate